[Cl-].C(C1=CC=CC=C1)(=O)C1=CC=C(C=C1)C[N+](C)(C)C 4-benzoyl-N,N,N-trimethyl-benzenemethanaminium chloride